N-(3-chloro-2-methylphenyl)-2-(2-methylpropyl)-6-({[2-(trifluoromethyl)phenyl]carbonyl}amino)-1H-benzoimidazole-4-carboxamide ClC=1C(=C(C=CC1)NC(=O)C1=CC(=CC=2NC(=NC21)CC(C)C)NC(=O)C2=C(C=CC=C2)C(F)(F)F)C